C(C1=CC=CC=C1)OC1=C(OC2=CC=CC=C2C1=O)C1=CC(=C(C=C1)F)OC 3-(benzyloxy)-2-(4-fluoro-3-methoxyphenyl)-4H-chromen-4-one